dimethylisopropoxy(2-vinylphenyl)silane C[Si](C1=C(C=CC=C1)C=C)(OC(C)C)C